N-[3-(naphthalen-1-yl)phenyl][1,1':4',1''-terphenyl]-4-amine C1(=CC=CC2=CC=CC=C12)C=1C=C(C=CC1)NC1=CC=C(C=C1)C1=CC=C(C=C1)C1=CC=CC=C1